tert-butyl N-[5-(5-bromopyrimidin-2-yl)-4-cyano-2-isopropyl-pyrazol-3-yl]-N-tert-butoxycarbonyl-carbamate BrC=1C=NC(=NC1)C=1C(=C(N(N1)C(C)C)N(C(OC(C)(C)C)=O)C(=O)OC(C)(C)C)C#N